ClC1=C(C2=C(NC(O[C@@]23CN(CCC3)C(=O)C=3N(C=C(N3)C=O)COCC[Si](C)(C)C)=O)C=C1)F (R)-2-(6-chloro-5-fluoro-2-oxo-1,2-dihydrospiro[benzo[d][1,3]oxazin-4,3'-piperidine]-1'-ylcarbonyl)-1-((2-(trimethylsilyl)ethoxy)methyl)-1H-imidazole-4-carbaldehyde